tert-butyl (2R)-2-[(5-cyclopropylpyrazin-2-yl)carbamoyl]piperidine-1-carboxylate C1(CC1)C=1N=CC(=NC1)NC(=O)[C@@H]1N(CCCC1)C(=O)OC(C)(C)C